O1CCN(CC1)C=1C2=C(N=CN1)NC(=C2)C2=CC=C(C=C2)NC(C2=NC=CC(=C2)CN2C[C@@H](CCC2)NC(C(=C)CN2CCN(CC2)C(C2=CN=CC=C2)=O)=O)=O (R)-N-(4-(4-morpholino-7H-pyrrolo[2,3-d]pyrimidin-6-yl)phenyl)-4-((3-(2-((4-nicotinoylpiperazin-1-yl)methyl)acrylamido)piperidin-1-yl)methyl)picolinamide